C(C)(C)(C)OC(=O)N1CCC(CC1)OC1=C(C(=CC=C1)Br)Cl 4-(3-bromo-2-chlorophenoxy)piperidine-1-carboxylic acid tert-butyl ester